methylammonium hydrochloric acid salt Cl.C[NH3+]